COC(CN(NC(CC(=O)OCC)=O)C1=CC=C(C=C1)C(F)(F)F)=O Ethyl 3-{2-(2-methoxy-2-oxoethyl)-2-(4-trifluoromethylphenyl) hydrazino}-3-oxopropanoate